ClC=1C(=NC=C(C1)C(F)(F)F)CCC=1C(=C(C(=O)N)C=CC1)C(F)(F)F [2-[3-chloro-5-(trifluoromethyl)pyridine-2-yl]ethyl]-2-(trifluoromethyl)benzamide